ClC1=C(C=C(C=C1)C1=NN2C(COCC2)=C1C1=C2C(=NC(=C1)C)NN=C2)F 2-(4-Chloro-3-fluoro-phenyl)-3-(6-methyl-1H-pyrazolo[3,4-b]pyridin-4-yl)-6,7-dihydro-4H-pyrazolo[5,1-c][1,4]oxazine